3-Trifluoromethyl-methylaniline FC(C=1C=C(NC)C=CC1)(F)F